C(C)(=O)OC(C)=O.[Ga] gallium monoacetylacetate